N1C[C@H](CCC1)COC1=CC=NC2=CC(=C(C=C12)OC(C)C)C(=O)N 4-[(3S)-piperidin-3-ylmethoxy]-6-(prop-2-yloxy)quinoline-7-carboxamide